benzo[f][1,3]benzodioxol-5-yl-4,4,5,5-tetramethyl-1,3,2-dioxaborolane O1COC2=C1C=C1C(=C2)C(=CC=C1)B1OC(C(O1)(C)C)(C)C